(4-(((tert-butyldimethylsilyl)oxy)methyl)phenyl)methyl-d2 methanesulfonate CS(=O)(=O)OC([2H])([2H])C1=CC=C(C=C1)CO[Si](C)(C)C(C)(C)C